5-[4-[3-[2-(1-piperidinyl)ethoxy]pyrrolidin-1-yl]pyrazolo[3,4-d]pyrimidin-2-yl]-1H-pyrimidine-2,4-dione N1(CCCCC1)CCOC1CN(CC1)C=1C=2C(N=CN1)=NN(C2)C=2C(NC(NC2)=O)=O